2-ethyl-2-(hydroxy-methyl)-1,3-propanediol trimethacrylate C(C(=C)C)(=O)O.C(C(=C)C)(=O)O.C(C(=C)C)(=O)O.C(C)C(CO)(CO)CO